(2,2,2-trifluoroethyl) (fluoromethyl) carbonate C(OCC(F)(F)F)(OCF)=O